lead-zinc-copper sulfide [Cu]=S.[Zn].[Pb]